C(C)NC(CC1=NC(=NC(=C1)NC1=NC(=NC=C1)NC1=CC=C(C=C1)N1CCNCC1)C1=NC(=CC=C1)C)=O N-ethyl-2-[2-(6-methyl-2-pyridyl)-6-[[2-(4-piperazin-1-ylanilino)pyrimidin-4-yl]amino]pyrimidin-4-yl]acetamide